(4-methylbenzamido)-5-(5-nitrothiophen-2-yl)methyleneaminothiophene-3,4-dicarboxylic acid diethyl ester C(C)OC(=O)C1=C(SC(=C1C(=O)OCC)N=CC=1SC(=CC1)[N+](=O)[O-])NC(C1=CC=C(C=C1)C)=O